P(=O)(OOCCCCCCCCCCCCOCCCC)([O-])[O-] n-butoxydodecyloxy phosphate